ethoxy(3-mercaptoPropyl)bis(3,6,9,12,15-pentoxaoctacosan-1-yloxy)silane C(C)O[Si](OCCOCCOCCOCCOCCOCCCCCCCCCCCCC)(OCCOCCOCCOCCOCCOCCCCCCCCCCCCC)CCCS